tert-Butyl 4-[4-(3-cyano-4-isopropoxy-pyrazolo[1,5-a]pyridin-6-yl)-5-methyl-pyrazol-1-yl]piperidine-1-carboxylate C(#N)C=1C=NN2C1C(=CC(=C2)C=2C=NN(C2C)C2CCN(CC2)C(=O)OC(C)(C)C)OC(C)C